5-[3-[2-fluoro-4-[3-(methylamino)prop-1-ynyl]phenoxy]propyl]-1,3-thiazole-4-carboxylic acid FC1=C(OCCCC2=C(N=CS2)C(=O)O)C=CC(=C1)C#CCNC